3-(2-((S)-4-(4-fluorophenyl)-2-methylpiperazin-1-yl)ethyl)-8-(isoxazol-3-yl)-2-methyl-2,8-diazaspiro[4.5]decan-1-one FC1=CC=C(C=C1)N1C[C@@H](N(CC1)CCC1N(C(C2(C1)CCN(CC2)C2=NOC=C2)=O)C)C